C1=C(C=CC2=CC=CC=C12)C12CNCC2C1 (-)-1-(naphthalen-2-yl)-3-azabicyclo[3.1.0]hexane